ClC=1C=C(C=CC1C#N)N1CC2(CC1C)CCN(CC2)C2=CC=C(C(=O)N1CCC(CC1)N1CCN(CC1)C=1C=CC(=NC1)C(=O)NC1C(NC(CC1)=O)=O)C=C2 5-(4-(1-(4-(2-(3-Chloro-4-cyanophenyl)-3-meth-yl-2,8-diazaspiro[4.5]decan-8-yl)benzoyl)-piperidin-4-yl)piperazin-1-yl)-N-(2,6-dioxopiperidin-3-yl)picolinamide